Benzyl ((((3aR,6R,6aR)-6-(3-carbamoylpyridin-1(4H)-yl)-2,2-dimethyltetrahydrofuro[3,4-d][1,3]dioxol-4-yl)methoxy)(naphthalen-1-yloxy)phosphoryl)-L-alaninate C(N)(=O)C1=CN(C=CC1)[C@@H]1OC([C@@H]2[C@H]1OC(O2)(C)C)COP(=O)(OC2=CC=CC1=CC=CC=C21)N[C@@H](C)C(=O)OCC2=CC=CC=C2